N,N-bis(4-methoxybenzyl)-2-(methylthio)-1-(4-(pyrrolidin-1-ylmethyl)benzyl)-1H-imidazo[4,5-c]Quinolin-4-amine COC1=CC=C(CN(C2=NC=3C=CC=CC3C3=C2N=C(N3CC3=CC=C(C=C3)CN3CCCC3)SC)CC3=CC=C(C=C3)OC)C=C1